1-(1H-Indol-4-yl)-3-(4-methoxybenzyl)dihydropyrimidine-2,4(1H,3H)-dione N1C=CC2=C(C=CC=C12)N1C(N(C(CC1)=O)CC1=CC=C(C=C1)OC)=O